N,N'-bis(2-ethylhexyl)-3,7-bis(4-(6-(2-ethylhexyloxy)-2-naphthyl)phenyl)-2,6-dioxo-1,2,5,6-tetrahydrobenzo[1,2-b:4,5-b']dipyrrole C(C)C(CN1C=2C(=C(C1=O)C1=CC=C(C=C1)C1=CC3=CC=C(C=C3C=C1)OCC(CCCC)CC)C=C1N(C(C(=C1C2)C2=CC=C(C=C2)C2=CC1=CC=C(C=C1C=C2)OCC(CCCC)CC)=O)CC(CCCC)CC)CCCC